NC1=NC=2C=CC=CC2C2=C1N=C(N2OCCOCCNC(CCCOCCCCCCCCCCCC)=O)CCCC N-[2-[2-[(4-amino-2-butyl-1H-imidazo[4,5-c]quinolin-1-yl)oxy]ethoxy]ethyl]-4-(dodecyloxy)butanamide